[W+6].[Na+] Sodium tungsten (VI)